COC=1C(=CC2=CC=CC=C2C1)C=1N=NN(C1)C=1C=C2CN(C(C2=CC1)=O)C1C(NC(CC1)=O)=O 3-(5-(4-(3-methoxynaphthalen-2-yl)-1H-1,2,3-triazol-1-yl)-1-oxoisoindolin-2-yl)piperidine-2,6-dione